FC1=C(C=C(C(=C1)C)C=1C=C(C=2N(C1)C=CN2)N2CCOCC2)NC(=O)N2CC(CC2)C2(CC2)C(F)(F)F N-{2-fluoro-4-methyl-5-[8-(morpholin-4-yl)imidazo[1,2-a]pyridin-6-yl]phenyl}-3-[1-(trifluoromethyl)cyclopropyl]pyrrolidine-1-carboxamide